Tert-butyl N-[3-[4-[4-[(5S)-3-(2,6-dioxo-3-piperidyl)-2-oxo-oxazolidin-5-yl]phenyl]but-3-ynoxy]propyl]carbamate O=C1NC(CCC1N1C(O[C@H](C1)C1=CC=C(C=C1)C#CCCOCCCNC(OC(C)(C)C)=O)=O)=O